3-(4-((dimethylamino)methyl)phenyl)-7-isopropyl-1H-indole-2-carboxylic acid CN(C)CC1=CC=C(C=C1)C1=C(NC2=C(C=CC=C12)C(C)C)C(=O)O